C1(CC1)C1=C(C(=NO1)C1=C(C=CC=C1Cl)Cl)CO[C@H]1[C@@H]2CN([C@H](C1)C2)C2=CC(=C(C(=O)OC)C=C2)F methyl 4-[(1S,4S,5R)-5-{[5-cyclopropyl-3-(2,6-dichlorophenyl)-1,2-oxazol-4-yl]methoxy}-2-azabicyclo[2.2.1]heptan-2-yl]-2-fluorobenzoate